methyl N-[5-[6-[(2-methoxypyridine-4-carbonyl)-methyl-amino]-8-methyl-imidazo[1,2-a]pyridin-3-yl]-2-pyridyl]carbamate COC1=NC=CC(=C1)C(=O)N(C=1C=C(C=2N(C1)C(=CN2)C=2C=CC(=NC2)NC(OC)=O)C)C